N-(3-(Hydroxymethyl)cyclobutyl)-3-(((7-(pyridin-4-yl)-2,3-dihydrofuro[3,2-c]pyridin-4-yl)amino)methyl)benzamid OCC1CC(C1)NC(C1=CC(=CC=C1)CNC1=NC=C(C2=C1CCO2)C2=CC=NC=C2)=O